FC(C=1C=C(C=C(C1)C(F)(F)F)NC(=O)C1=NC(=CC=C1)C(=O)NCCC=1C=NC=CC1)(F)F N2-(3,5-Bis(trifluoromethyl)phenyl)-N6-(2-(pyridin-3-yl)ethyl)pyridine-2,6-dicarboxamide